(3-amino-4-methylthiophene-2-yl)-N-propan-2-ylcarboxamide NC1=C(SC=C1C)C(=O)NC(C)C